3-((S)-2-(6-(2,3-dihydrobenzo[b][1,4]dioxin-6-yl)-1-oxoisoindolin-2-yl)-3-methylbutanamido)-5-fluoro-4-oxopentanoic acid O1C2=C(OCC1)C=C(C=C2)C2=CC=C1CN(C(C1=C2)=O)[C@H](C(=O)NC(CC(=O)O)C(CF)=O)C(C)C